ClC=1C(=C(N)C(=CC1)N1N=NN=C1)F 3-chloro-2-fluoro-6-(1H-tetrazol-1-yl)aniline